(R)-1-(4-chloro-3-((5,6,7,8-tetrahydronaphthalen-2-yl)methyl)phenyl)-2,3-dihydroxypropan-1-one ClC1=C(C=C(C=C1)C([C@@H](CO)O)=O)CC1=CC=2CCCCC2C=C1